C(C)(=O)[O-].C(C)(=O)[O-].C(C)(=O)[O-].C(C)(=O)[O-].[Pb+4] lead tetra-acetate